O=CCCCP(O)(O)(O)N(C(C)C)C(C)C.NC=1C(=NC=NC1N)C(=O)NCC1=CC(=CC(=C1)C=1C=NN(C1)C1=CC=C(C=C1)F)F 5,6-diamino-N-(3-fluoro-5-(1-(4-fluorophenyl)-1H-pyrazol-4-yl)benzyl)pyrimidine-4-carboxamide 4-oxobutyl-(N,N-diisopropylamino)phosphite